1-(2-fluoroethyl)-N-((5-phenyl-1,3,4-thiadiazol-2-yl)methyl)-1H-1,2,3-triazole-4-carboxamide FCCN1N=NC(=C1)C(=O)NCC=1SC(=NN1)C1=CC=CC=C1